3-((1,2,3,4,5,6-13C6)cyclohexatrienyl)(1,2,3-13C3)propanoic acid [13C]1(=[13CH][13CH]=[13CH][13CH]=[13CH]1)[13CH2][13CH2][13C](=O)O